(S,Z)-3-((5-(bicyclo[1.1.1]pentan-1-yl)-3-(ethoxymethyl)-2-methyl-1,1-dioxido-7-(piperidin-1-yl)-2,3,4,5-tetrahydrobenzo[f][1,2,5]thiadiazepin-8-yl)oxy)-2-fluoroacrylic acid C12(CC(C1)C2)N2C[C@H](N(S(C1=C2C=C(C(=C1)O\C=C(\C(=O)O)/F)N1CCCCC1)(=O)=O)C)COCC